NCCCCO 4-aminobutanol